FC=1C(=NC=C(C1)O)B(O)O 3-FLUORO-5-HYDROXYPYRIDINE-2-BORONIC ACID